CS(=O)(=O)C1=CC=C(O1)C(=O)OC methyl 5-methylsulfonylfuran-2-carboxylate